C1(=CC=CC=C1)C1=CC=CC=C1 1,1'-biBenzene